C(C)OCCOCCOC=1C=C(C=C(C1)OCCOCCOCC)CC(C(=O)O)N1CCN(CCN(CCN(CC1)CC(=O)O)CC(=O)O)CC(=O)O 3-{3,5-bis[2-(2-ethoxyethoxy)ethoxy]phenyl}-2-[4,7,10-tris(carboxymethyl)-1,4,7,10-tetraazacyclododecan-1-yl]propanoic acid